4-((2,6-difluorobenzyl)amino)-2-((1-((tetrahydrofuran-2-yl)methyl)-1H-pyrazol-4-yl)amino)pyrimidin-5-carboxamide FC1=C(CNC2=NC(=NC=C2C(=O)N)NC=2C=NN(C2)CC2OCCC2)C(=CC=C1)F